N-(3,3-dimethylbutyl)ethane-1,2-diamine CC(CCNCCN)(C)C